OC=1C=C(C=CC1)\C=C/C(=O)C1=CC=C(O[C@@H](C(=O)O)C)C=C1 (2R)-2-[4-[(Z)-3-(3-Hydroxyphenyl)prop-2-enoyl]phenoxy]propanoic acid